(1S,3R)-3-acetamido-N-(7-cyano-5-(methylthio)-2,6-naphthyridin-3-yl)cyclohexane-1-carboxamide C(C)(=O)N[C@H]1C[C@H](CCC1)C(=O)NC=1N=CC2=CC(=NC(=C2C1)SC)C#N